C(#N)C=1C=NN2C1C(=CC(=C2)C=2C=NN(C2)C2CCC1(OCCO1)CC2)C=2C=CC(=NC2)N2CCC(CC2)(C(=O)NC(C)C)CC 1-[5-[3-cyano-6-[1-(1,4-dioxaspiro[4.5]decan-8-yl)pyrazol-4-yl]pyrazolo[1,5-a]pyridin-4-yl]-2-pyridyl]-4-ethyl-N-isopropyl-piperidine-4-carboxamide